D-2-chloro-9-(4-(1-methyl-4-(trifluoromethyl)-1H-imidazol-2-yl)benzyl)-9H-pyrimido[4,5-b]indole ClC=1N=CC2=C(N(C3=CC=CC=C23)CC2=CC=C(C=C2)C=2N(C=C(N2)C(F)(F)F)C)N1